CN(CC(CNC=1C2=C(N=C(N1)C1=CC=NC=C1)C=NC=C2)(C)C)C N1,N1,2,2-tetramethyl-N3-(2-(pyridin-4-yl)pyrido[3,4-d]pyrimidin-4-yl)propane-1,3-diamine